7-Deaza-2'-C-methyl-adenosine C[C@@]1([C@@H](O[C@@H]([C@H]1O)CO)N1C=CC=2C(N)=NC=NC12)O